tert-butyl 2-(3,7-dimethyl-2,6-dioxo-2,3,6,7-tetrahydro-1H-purin-8-yl)piperidine-1-carboxylate CN1C(NC(C=2N(C(=NC12)C1N(CCCC1)C(=O)OC(C)(C)C)C)=O)=O